(R)-4-(2-amino-3-phenylpropoxy)-2-methoxy-6-methylnicotinic acid ethyl ester C(C)OC(C1=C(N=C(C=C1OC[C@@H](CC1=CC=CC=C1)N)C)OC)=O